3-((2,6-dimethoxyphenyl)sulfonamido)-4-methoxybenzo[d]isoxazol COC1=C(C(=CC=C1)OC)S(=O)(=O)NC1=NOC2=C1C(=CC=C2)OC